CN1C2=C(C3C(C(C1=O)NC(OC(C)(C)C)=O)C3)C=CC=C2 tert-butyl (cis-4-methyl-3-oxo-1,1a,2,3,4,8b-hexahydrobenzo[b]cyclopropa[d]azepin-2-yl)carbamate